O1C(=NCC1)CCCCCCC=1OCCN1 hexamethylenebis(2-oxazoline)